C(=O)O.N1(CCC1)CC1=C(CNC2=CC(=C(C(=C2)F)S(=O)(=O)NC2=NC=NC=C2)F)C=CC=C1 4-((2-(azetidin-1-ylmethyl)benzyl)amino)-2,6-difluoro-N-(pyrimidin-4-yl)benzenesulfonamide formate